1H-pyrazol-1-ylbutanenitrile N1(N=CC=C1)C(C#N)CC